FC1(CC(C1)[C@@H](C=1C=C2C(=NC1)N(N=C2)C2=CC=C(C(=O)O)C=C2)O)F (S)-4-(5-((3,3-difluorocyclobutyl)(hydroxy)methyl)-1H-pyrazolo[3,4-b]pyridin-1-yl)benzoic acid